Tert-Butyl 4-(3-((3,4-Dichlorobenzyl)Amino)-2-Nitrophenyl)Piperazine-1-Carboxylate ClC=1C=C(CNC=2C(=C(C=CC2)N2CCN(CC2)C(=O)OC(C)(C)C)[N+](=O)[O-])C=CC1Cl